3-bromo-4-methoxy-2-pivaloylaminobenzamide BrC=1C(=C(C(=O)N)C=CC1OC)NC(C(C)(C)C)=O